N-(6-morpholinoisoquinolin-4-yl)-1,1-diphenylmethanimine O1CCN(CC1)C=1C=C2C(=CN=CC2=CC1)N=C(C1=CC=CC=C1)C1=CC=CC=C1